[Cl-].C1(CCC1)\C(\CCCSSCCOCCOCCOCCOCCC(NC1C(OC(C(C1O)O)CO)O)=O)=N/[N+]#N (Z)-(21-cyclobutyl-1-oxo-1-((2,4,5-trihydroxy-6-(hydroxymethyl)tetrahydro-2H-pyran-3-yl)amino)-4,7,10,13-tetraoxa-16,17-dithiahenicosan-21-ylidene)triaz-1-yn-2-ium chloride